N-((S)-(7-((S)-2-Cyclopropoxy-1-(5,5-difluoro-2-oxotetrahydropyrimidin-1(2H)-yl)ethyl)imidazo[1,2-b]pyridazin-2-yl)(4,4-difluorocyclohexyl)methyl)-3-methylisoxazole-4-carboxamide C1(CC1)OC[C@@H](N1C(NCC(C1)(F)F)=O)C1=CC=2N(N=C1)C=C(N2)[C@@H](NC(=O)C=2C(=NOC2)C)C2CCC(CC2)(F)F